2-amino-7-(3-chlorobenzyl)-9-((2R,3R,5S)-3-hydroxy-5-(hydroxymethyl)tetrahydrofuran-2-yl)-7,9-dihydro-8H-purin-8-one NC1=NC=C2N(C(N(C2=N1)[C@@H]1O[C@@H](C[C@H]1O)CO)=O)CC1=CC(=CC=C1)Cl